OC1=C(C(=NN1C1=NC=C(C=C1)[S@](=O)(=N)C)C)C1=CC=C(C#N)C=C1 (S)-4-(5-hydroxy-3-methyl-1-(5-(S-methylsulfonimidoyl)pyridin-2-yl)-1H-pyrazol-4-yl)benzonitrile